2-phenylimidazo[1,2-b]Pyridazine-3-carboxamide C1(=CC=CC=C1)C=1N=C2N(N=CC=C2)C1C(=O)N